N1N=CC2=C1C=CC=C2 benzo[d]-1,2-diazole